4-(benzo[c]isoxazole-3-carbonyl)-10,10-dimethyl-9-oxo-1-oxa-4-azaspiro[5.5]undec-7-ene-8-carbonitrile N=1OC(=C2C1C=CC=C2)C(=O)N2CCOC1(C2)C=C(C(C(C1)(C)C)=O)C#N